8-bromo-3-cyclopropyl-6-fluoro-2-[(2S)-tetrahydropyran-2-yl]quinazolin-4-one BrC=1C=C(C=C2C(N(C(=NC12)[C@H]1OCCCC1)C1CC1)=O)F